OC=1C=C2CCN(C(C2=CC1)=O)N1C(CCCC1=O)=O (6-hydroxy-1-oxo-3,4-dihydroisoquinolin-2(1H)-yl)piperidine-2,6-dione